N-[3-(dimethylamino)propyl]octadeca-9-enamide CN(CCCNC(CCCCCCCC=CCCCCCCCC)=O)C